(5-cyclopropyl-7-(4-methylpiperazin-1-yl)pyrazolo[1,5-a]pyridin-2-yl)methylamine C1(CC1)C1=CC=2N(C(=C1)N1CCN(CC1)C)N=C(C2)CN